diisopropyl (6-((tert-butyldimethylsilyl)oxy)-5,6,7,8-tetrahydronaphthalen-2-yl)boronate [Si](C)(C)(C(C)(C)C)OC1CC=2C=CC(=CC2CC1)B(OC(C)C)OC(C)C